Di-2-ethylhexyl sebacate CCCCC(CC)COC(=O)CCCCCCCCC(=O)OCC(CC)CCCC